benzyl isopropyl-D-serinate C(C)(C)N[C@H](CO)C(=O)OCC1=CC=CC=C1